C(C)(C)(C)OC(=O)N[C@H](C(=O)OC)CCC1=CC=C(C=C1)F methyl (2S)-2-(tert-butoxycarbonylamino)-4-(4-fluorophenyl)butanoate